(2R)-6-chloro-N-{3-[3-(4-chlorophenyl)-2-oxoimidazolidin-1-yl]bicyclo[1.1.1]pentan-1-yl}-4-oxo-3,4-dihydro-2H-1-benzopyran-2-carboxamide ClC=1C=CC2=C(C(C[C@@H](O2)C(=O)NC23CC(C2)(C3)N3C(N(CC3)C3=CC=C(C=C3)Cl)=O)=O)C1